OC1=CC=C(C=C1)\C(=C(/CC)\C1=CC=CC=C1)\C1=CC=C(C=C1)N1CCC(CC1)CN1CCC(CC1)COC=1C=C2CN(C(C2=CC1)=O)C1C(NC(CC1)=O)=O (E)-3-(5-((1-((1-(4-(1-(4-hydroxyphenyl)-2-phenylbut-1-en-1-yl)phenyl)piperidin-4-yl)methyl)piperidin-4-yl)methoxy)-1-oxoisoindolin-2-yl)piperidine-2,6-dione